ClC1=C(C=CC=C1)N1C=2N(C3=C(C1=N)C=NC(=N3)NC3=CC=C1C(CN(CC1=C3)C)(C)C)C=CN2 6-(2-chlorophenyl)-5-imino-N-(2,4,4-trimethyl-1,2,3,4-tetrahydroisoquinolin-7-yl)-5,6-dihydroimidazo[1,2-a]pyrimido[5,4-e]pyrimidin-2-amine